BrC=1C=C(C#N)C=CC1 m-Bromobenzonitril